2-(((3,3-difluorocyclobutyl)amino)methyl)-7-(5-fluoro-2-(((3S,4R)-3-hydroxytetrahydro-2H-pyran-4-yl)amino)pyrimidin-4-yl)-1-isopropylquinolin-4(1H)-one FC1(CC(C1)NCC=1N(C2=CC(=CC=C2C(C1)=O)C1=NC(=NC=C1F)N[C@H]1[C@@H](COCC1)O)C(C)C)F